OC1N(C(N(C1)C)=O)C1=NC=CC(=C1)C(F)(F)F 4-Hydroxy-1-methyl-3-[4-(trifluoromethyl)pyridin-2-yl]imidazolidin-2-on